N,N-dimethyl-aminopropylamine CN(C)CCCN